C1=CC=CC=2C3=CC=CC=C3C(C12)COC(=O)N1[C@@H](CCCCC1)C(=O)O (2S)-1-(9H-fluoren-9-ylmethoxycarbonyl)azepane-2-carboxylic acid